O(CC)C1=CC=C(C=C)C=C1 para-ethoxyl-styrene